C1=CC(=CC=2OC3=C(C21)C=CC(=C3)C(=O)O)C(=O)O dibenzo[b,d]furan-3,7-dicarboxylic acid